rel-(S)-N-(5-(cyclopropylmethoxy)pyridin-2-yl)-2-((R)-4,4-difluoro-3-(6-oxo-1,6-dihydropyridazin-3-yl)piperidin-1-yl)propanamide C1(CC1)COC=1C=CC(=NC1)NC([C@H](C)N1C[C@@H](C(CC1)(F)F)C1=NNC(C=C1)=O)=O |o1:13|